[Cl-].C1(CCCCC1)C1=CC=CC=2N1C=[N+](C2)C2=C(C=C(C=C2C)C)C 5-cyclohexyl-2-mesitylimidazo[1,5-a]pyridin-2-ium chloride